1-(tert-butyl)-N-(3-(7-(((Z)-3-fluoro-1-methylpiperidin-4-yl)amino)-3-(2,2,2-trifluoroethyl)benzo[b]thiophen-2-yl)prop-2-yn-1-yl)-1H-pyrazole-4-carboxamide C(C)(C)(C)N1N=CC(=C1)C(=O)NCC#CC1=C(C2=C(S1)C(=CC=C2)NC2C(CN(CC2)C)F)CC(F)(F)F